ClC1=CC=C(C=C1)C1=CC(=NC(=N1)C=1C=NC=CC1)N1CC(CC1)N(C)C 1-(6-(4-chlorophenyl)-2-(pyridin-3-yl)pyrimidin-4-yl)-N,N-dimethylpyrrolidin-3-amine